C(C(CCC)CCC)(=O)O R-valproic acid